COC(CS(=O)(=O)CC1(CC1)CCCC(C(=O)O)(C)C1=CC(=CC=C1)CCC(=O)OC)=O 5-(1-(((2-methoxy-2-oxoethyl)sulfonyl)methyl)cyclopropyl)-2-(3-(3-methoxy-3-oxopropyl)phenyl)-2-methylpentanoic acid